[5-(20-amino-3,6,9,12,15,18-hexa-oxaeicosan-1-yl)-3-methyl-2-oxo-1,3-benzodiazol-1-yl]piperidine-2,6-dione hydrochloride Cl.NCCOCCOCCOCCOCCOCCOCCC1=CC2=C(N(C(N2C)=O)N2C(CCCC2=O)=O)C=C1